6-bromo-2,2-dimethylchromane BrC=1C=C2CCC(OC2=CC1)(C)C